Cl.C(C1=CC=CC=C1)N(C(C)=O)C1CCC(CC1)C[C@H]1N[C@H](CC1)[C@H](O)C1=CC(=CC=C1)F N-Benzyl-N-((1R,4s)-4-(((2S,5R)-5-((S)-(3-fluorophenyl)(hydroxy)-methyl)pyrrolidin-2-yl)methyl)cyclohexyl)acetamide hydrochloride